(4-(9H-carbazole-9-yl)-2,6-dimethylphenyl)magnesium bromide C1=CC=CC=2C3=CC=CC=C3N(C12)C1=CC(=C(C(=C1)C)[Mg]Br)C